Br.N[C@@H](C(=O)O)CNC(C1=CC(=CC(=C1)F)C1=C(C=CC=C1)CC)=O (R)-2-amino-3-((3-(2-ethylphenyl)-5-fluoro-benzoyl)amino)propanoic acid hydrobromide